rac-methyl 2-((2S,4R)-2-(5-chloro-2,4-difluorobenzyl)-4-(methylsulfonamido)tetrahydrofuran-2-yl)-4,5-dihydrooxazole-4-carboxylate ClC=1C(=CC(=C(C[C@@]2(OC[C@@H](C2)NS(=O)(=O)C)C=2OC[C@@H](N2)C(=O)OC)C1)F)F |&1:20|